Cl.Cl.Cl.FC1=C2C=C(N=NC2=CC(=C1)C=1C=C(C=2N(N1)C=C(N2)C)OCCN(C)C)C2CCNCC2 2-({6-[5-Fluoro-3-(piperidin-4-yl)cinnolin-7-yl]-2-methylimidazo[1,2-b]pyridazin-8-yl}oxy)-N,N-dimethylethan-1-amine tri-hydrochloride